trimethoxy-[3-(oxiranyl-2-yl-methoxy)propyl]silane CO[Si](CCCOC=C1OC1)(OC)OC